O=C1N(C(=NC2=NC=CN=C12)SCC1=NC2=C(N1)C=CC(=C2)C(=O)OC)CCC2=CC=CC=C2 Methyl 2-(((4-oxo-3-phenethyl-3,4-dihydropteridin-2-yl)thio)methyl)-1H-benzo[d]imidazole-5-carboxylate